N1=C(C(=CC=C1)C1=CC=NC=C1)OC=1C=C(C=C(C1)OC)NC(C)=O N-(3-([3,4'-bipyridin]-2-yloxy)-5-methoxyphenyl)acetamide